methyl 4-(hydrazinomethyl)-3-methoxybenzoate dihydrochloride Cl.Cl.N(N)CC1=C(C=C(C(=O)OC)C=C1)OC